BrC=1C=C(C=CC1)[C@@H]1N(C[C@H](CC1)C)C(C(=O)NC=1C=C(C(=NC1)NC(OC(C)(C)C)=O)C)=O |r| rac-tert-butyl (5-(2-((2R,5S)-2-(3-bromophenyl)-5-methylpiperidin-1-yl)-2-oxoacetamido)-3-methylpyridin-2-yl)carbamate